Cl.COC1=CC=C(C=C1)CN1N=CC2=C1C(N(C=C2)C)=O 1-[(4-methoxyphenyl)methyl]-6-methyl-pyrazolo[3,4-c]Pyridin-7-one HCl salt